(1R,2R,3S,4S)-2,3-bis((tosyloxy)methyl)-7-azabicyclo[2.2.1]heptane-7-carboxylic acid tert-butyl ester C(C)(C)(C)OC(=O)N1[C@H]2[C@@H]([C@@H]([C@@H]1CC2)COS(=O)(=O)C2=CC=C(C)C=C2)COS(=O)(=O)C2=CC=C(C)C=C2